CC1=CC=C(C=C1)S(=O)(=O)[O-].[NH+]12CCCCCC2=NCCC1 1,8-diazabicyclo[5.4.0]-7-undecenium p-toluenesulfonate